chloro-N-(6-(4-(1,1-difluoroethyl)phenyl)pyridin-2-yl)-N-methyl-[1,2,4]triazolo[4,3-a]quinazolin-5-amine ClC1=NN=C2N1C1=CC=CC=C1C(=N2)N(C)C2=NC(=CC=C2)C2=CC=C(C=C2)C(C)(F)F